C(N)(=O)C=1C=C(C(=C2C(=C(NC12)C)Cl)N1C[C@H]2[C@H](CC1)CN(C2)C(=O)OC(C)(C)C)F tert-butyl trans-5-(7-carbamoyl-3-chloro-5-fluoro-2-methyl-1H-indol-4-yl)octahydro-2H-pyrrolo[3,4-c]pyridine-2-carboxylate